C(CCC)S(=O)(=O)N1CC2=CC(=CC=C2CC1)OC1=CC=C(C=C1)C(F)(F)F 2-(butylsulfonyl)-7-(4-(trifluoromethyl)phenoxy)-1,2,3,4-tetrahydro-isoquinoline